CCCCCCC/C=C\CCCCCCCC(=O)O[C@H](COC(=O)CCCCCCC/C=C\CCCC)COP(=O)(O)OC[C@H](CO)O 1-(9Z-tetradecenoyl)-2-(9Z-heptadecenoyl)-glycero-3-phospho-(1'-sn-glycerol)